(1S,2S)-N-(6-(5-chloro-7-(ethylamino)-6-fluoro-1H-indazol-4-yl)imidazo[1,2-a]pyrazin-2-yl)-2-fluorocyclopropane-1-carboxamide ClC=1C(=C2C=NNC2=C(C1F)NCC)C=1N=CC=2N(C1)C=C(N2)NC(=O)[C@H]2[C@H](C2)F